4-(1-(5-(1-(methylsulfonyl)ethyl)pyridin-2-yl)-1H-pyrazol-4-yl)pyridine-2,3-diamine CS(=O)(=O)C(C)C=1C=CC(=NC1)N1N=CC(=C1)C1=C(C(=NC=C1)N)N